O1C(CCCC1)CC(CC1OCCCC1)=O 1,3-Bis(tetrahydro-2H-pyran-2-yl)propan-2-one